3,3-bisazidomethyl-oxybutane N(=[N+]=[N-])COC(CC)(C)OCN=[N+]=[N-]